N1C(=NC2=C1C=CC=C2)C2(CC1=CC=C(C=C1C2)NC([C@H](C2CCCCC2)NC(=O)C2=CC=NN2C)=O)N2C(N[C@@H](C2)C(C)C)=O N-((1S)-2-((2-(1H-benzo[d]imidazol-2-yl)-2-((R)-4-isopropyl-2-oxoimidazolidin-1-yl)-2,3-dihydro-1H-inden-5-yl)amino)-1-cyclohexyl-2-oxoethyl)-1-methyl-1H-pyrazole-5-carboxamide